5-cyano-N-[4-methyl-3-(4,4,5,5-tetramethyl-1,3,2-dioxaborolan-2-yl)phenyl]pyridazine-3-carboxamide C(#N)C=1C=C(N=NC1)C(=O)NC1=CC(=C(C=C1)C)B1OC(C(O1)(C)C)(C)C